4-(1-methylpiperidin-4-yl)piperazine-1-carboxamide CN1CCC(CC1)N1CCN(CC1)C(=O)N